1-(2-chloro-3,5-dimethoxymethylphenyl)-3-(furan-2-yl)-(2E)-2-propen-1-one ClC1=C(C=C(C=C1COC)COC)C(\C=C\C=1OC=CC1)=O